5-(1-aminoethyl)-7-methyl-3-phenylisoquinolin-1(2H)-one NC(C)C1=C2C=C(NC(C2=CC(=C1)C)=O)C1=CC=CC=C1